1-ethyl-4-(tributylstannyl)-1H-imidazole C(C)N1C=NC(=C1)[Sn](CCCC)(CCCC)CCCC